methyl 4-bromo-3-((N-(2-((tert-butyldiphenylsilyl)oxy)ethyl)sulfamoyl)methyl)benzoate BrC1=C(C=C(C(=O)OC)C=C1)CS(NCCO[Si](C1=CC=CC=C1)(C1=CC=CC=C1)C(C)(C)C)(=O)=O